1-({3,4-difluoro-2-[(2-fluoro-4-iodophenyl)amino]phenyl}carbonyl)-3-[(2,3-dihydro-1H-inden-2-ylamino)methyl]azetidin-3-ol FC=1C(=C(C=CC1F)C(=O)N1CC(C1)(O)CNC1CC2=CC=CC=C2C1)NC1=C(C=C(C=C1)I)F